3,4-dimethylphthalic anhydride CC1=C2C(C(=O)OC2=O)=CC=C1C